octylstearyl alcohol C(CCCCCCC)CCCCCCCCCCCCCCCCCCO